(3S)-1-[3-[2-[3-(Trifluoromethyl)azetidin-1-yl]pyrimidin-5-yl]azetidine-1-carbonyl]pyrrolidine-3-carboxamide FC(C1CN(C1)C1=NC=C(C=N1)C1CN(C1)C(=O)N1C[C@H](CC1)C(=O)N)(F)F